C(C)S(=O)(=O)C1=CC=C(C=C1)CC(=O)NC=1C=NC(=CC1)C(C(C)(C=1C=NC(=CC1)C)C)=O 2-(4-(ethylsulfonyl)phenyl)-N-(6-(2-methyl-2-(6-methylpyridin-3-yl)propionyl)pyridin-3-yl)acetamide